(S)-1-(tert-Butyldimethylsilyl)-4-oxoazetidine-2-carboxylic acid [Si](C)(C)(C(C)(C)C)N1[C@@H](CC1=O)C(=O)O